6-chloro-9H-purin-2-amine ClC1=C2N=CNC2=NC(=N1)N